FC(C)(F)C1=NC(=CC(=N1)N1CC2(C=3C=NC(=CC31)NC(C)=O)CC2)CCOCC N-(1'-(2-(1,1-difluoroethyl)-6-(2-ethoxyethyl)pyrimidin-4-yl)-1',2'-dihydrospiro[cyclopropane-1,3'-pyrrolo[3,2-c]pyridin]-6'-yl)acetamide